N-((7-fluoro-6-(isoxazol-3-ylmethoxy)-1H-indol-2-yl)methyl)-1-methylcyclopropane-1-carboxamide FC=1C(=CC=C2C=C(NC12)CNC(=O)C1(CC1)C)OCC1=NOC=C1